FC1=CC(=C2C=C(NC2=C1)C(=O)N1CC=2N(CC1)N=CC2C(=O)N2C1(CC1)COCCC2)C 4-[5-(6-fluoro-4-methyl-1H-indole-2-carbonyl)-4H,5H,6H,7H-pyrazolo[1,5-a]pyrazine-3-carbonyl]-8-oxa-4-azaspiro[2.6]nonane